N-((2,3-difluoro-4-[5-(trifluoro-methyl)-1,2,4-oxadiazol-3-yl]phenyl)methyl)-3,3,3-trifluoro-propanamide FC1=C(C=CC(=C1F)C1=NOC(=N1)C(F)(F)F)CNC(CC(F)(F)F)=O